tert-butyl (4S)-4-[3-(tert-butylsulfinylamino)-3-phenyl-propyl]-2,2-dimethyl-pyrrolidine-1-carboxylate C(C)(C)(C)S(=O)NC(CC[C@H]1CC(N(C1)C(=O)OC(C)(C)C)(C)C)C1=CC=CC=C1